1-(4-(5-(4-hydroxyphenyl)-4,5-dihydroisoxazol-3-yl)benzyl)azetidine-3-carboxylic acid OC1=CC=C(C=C1)C1CC(=NO1)C1=CC=C(CN2CC(C2)C(=O)O)C=C1